3-(4-cyclopropylphenyl)-6-[4-(propan-2-yloxy)phenyl]imidazo[1,2-a]pyridine C1(CC1)C1=CC=C(C=C1)C1=CN=C2N1C=C(C=C2)C2=CC=C(C=C2)OC(C)C